N-(3-chloro-5-methylbenzyl)-5,8-dimethoxy-N-methyl-1,2,3,4-tetrahydro-naphthalen-2-amine ClC=1C=C(CN(C2CC3=C(C=CC(=C3CC2)OC)OC)C)C=C(C1)C